15-(9-fluorenylmethoxycarbonyl)amino-4,7,10,13-tetraoxa-pentadecanoic acid C1=CC=CC=2C3=CC=CC=C3C(C12)COC(=O)NCCOCCOCCOCCOCCC(=O)O